dibromo-3-nitrilopropioamide BrC(C(=O)N)(C#N)Br